5-(benzo[d]thiazol-5-yl)-2-methyl-2,3-dihydro-4H-1,4-oxazine-4-carbaldehyde S1C=NC2=C1C=CC(=C2)C=2N(CC(OC2)C)C=O